ClC1=CC=C(C=C1)[C@@H](NC(=O)[C@@H]1CNC(O1)=O)C1=NC(=NC=C1)C(F)(F)F |o1:7| (S)-N-((R or S)-(4-chlorophenyl)(2-(trifluoromethyl)pyrimidin-4-yl)methyl)-2-oxooxazolidine-5-carboxamide